N-(sulfanyl)amide S[NH-]